3,8,10-trifluoro-N-((S)-2-oxopyrrolidin-3-yl)-6,11-dihydro-5H-benzo[a]carbazole-6-carboxamide FC1=CC2=C(C=3NC4=C(C=C(C=C4C3C(C2)C(=O)N[C@@H]2C(NCC2)=O)F)F)C=C1